N-((6-(4-(tert-butyl)phenyl)imidazo[2,1-b]thiazol-5-yl)methyl)-2-(3,4-dichlorophenyl)ethan-1-amine C(C)(C)(C)C1=CC=C(C=C1)C=1N=C2SC=CN2C1CNCCC1=CC(=C(C=C1)Cl)Cl